3-(4-(3-(2-Aminoethyl)cyclobutyl)-1-oxoisoindolin-2-yl)piperidine-2,6-dione NCCC1CC(C1)C1=C2CN(C(C2=CC=C1)=O)C1C(NC(CC1)=O)=O